4,4'-azobis-aniline N(=NC1=CC=C(N)C=C1)C1=CC=C(N)C=C1